C(=C)C1=C(C=C(C2=CC=CC=C12)C=C)C=C 1,2,4-trivinyl-naphthalene